C1(=CC=CC=C1)C1=NC(=CC2=CC=CC=C12)[Ir+]C=1N=C(C2=CC=CC=C2C1)C1=CC=CC=C1 Bis-(1-phenylisoquinolinyl)iridium (III)